ethyl 2-(4-bromo-3-fluorophenyl)-3-morpholinopropionate BrC1=C(C=C(C=C1)C(C(=O)OCC)CN1CCOCC1)F